1-Butyl-5-(diaminomethylene)-3-((1s,4s)-4-((5,5-dimethyl-2,4-dioxoimidazolidin-1-yl)methyl)-4-methoxycyclohexyl)pyrimidine-2,4,6(1H,3H,5H)-trione C(CCC)N1C(N(C(C(C1=O)=C(N)N)=O)C1CCC(CC1)(OC)CN1C(NC(C1(C)C)=O)=O)=O